carbonyl-dihydrido(triphenylphosphine) iridium [Ir].C(=O)=P(C1=CC=CC=C1)(C1=CC=CC=C1)C1=CC=CC=C1